N-[1-[3-[5-(2,2-difluoroethoxy)pyrimidin-2-yl]pyrazin-2-yl]ethyl]-3-(2,2,2-trifluoroethoxy)-5-(trifluoromethyl)benzamide FC(COC=1C=NC(=NC1)C=1C(=NC=CN1)C(C)NC(C1=CC(=CC(=C1)C(F)(F)F)OCC(F)(F)F)=O)F